CN1C(CCC2=CC(=CC=C12)C=1C=NC=C(C1)O[C@@H]1CNCCC1)=O 1-Methyl-6-[5-((S)-piperidin-3-yloxy)-pyridin-3-yl]-3,4-dihydro-1H-quinolin-2-one